3-adamantanyl-carbazole C12(CC3CC(CC(C1)C3)C2)C=2C=CC=3NC1=CC=CC=C1C3C2